N(C1=CC=CC=C1)C1=C(C(=NO1)C1=CC=CC=C1)C=O 5-ANILINO-3-PHENYL-4-ISOXAZOLECARBALDEHYDE